3-(3-ethyl-2-methylindol-3-yl)phthalide Ethyl-7-((2-(4-(N-(2-(dinonylamino)ethyl)-N-nonylglycyl)piperazin-1-yl)-2-oxoethyl)(nonyl)amino)heptanoate C(C)OC(CCCCCCN(CCCCCCCCC)CC(=O)N1CCN(CC1)C(CN(CCCCCCCCC)CCN(CCCCCCCCC)CCCCCCCCC)=O)=O.C(C)C1(C(=NC2=CC=CC=C12)C)C1OC(=O)C2=CC=CC=C12